ClC1=NC=2CCN(C(C2C(=C1)OC=1N=CC=2CCC3=C(C2C1F)NC1=C3C(NCC1)=O)=O)CC(F)F 2-((2-chloro-6-(2,2-difluoroethyl)-5-oxo-5,6,7,8-tetrahydro-1,6-naphthyridin-4-yl)oxy)-1-fluoro-5,6,8,9,10,11-hexahydro-7H-pyrido[3',4':4,5]pyrrolo[2,3-f]isoquinolin-7-one